7-[[4-[[(1S)-2-hydroxy-1-phenyl-ethyl]amino]-5-[5-(trifluoromethyl)-1,3,4-oxadiazol-2-yl]pyrimidin-2-yl]amino]-3,3-dimethyl-2,4-dihydroisoquinolin-1-one OC[C@H](C1=CC=CC=C1)NC1=NC(=NC=C1C=1OC(=NN1)C(F)(F)F)NC1=CC=C2CC(NC(C2=C1)=O)(C)C